4-hydroxyphenylethylidene bisphosphonate P(OC(CC1=CC=C(C=C1)O)OP([O-])=O)([O-])=O